8-(4-(1H-indol-1-yl)-6-(thiazol-2-yl)-1,3,5-triazin-2-yl)-2-oxa-5,8-diazaspiro[3.5]nonane N1(C=CC2=CC=CC=C12)C1=NC(=NC(=N1)C=1SC=CN1)N1CCNC2(COC2)C1